(6-chloropyridin-3-yl)(pyrrolidin-1-yl)methanone ClC1=CC=C(C=N1)C(=O)N1CCCC1